6-(cyclopropanecarboxamido)-4-((6-(3-(dimethylamino)-3-methylazetidin-1-yl)-[1,2,4]triazolo[1,5-a]pyridin-2-yl)amino)-N-methylpyridazine-3-carboxamide C1(CC1)C(=O)NC1=CC(=C(N=N1)C(=O)NC)NC1=NN2C(C=CC(=C2)N2CC(C2)(C)N(C)C)=N1